N-((7-bromoquinoxalin-2-yl)methyl)tetrahydro-2H-pyran-4-formamide BrC1=CC=C2N=CC(=NC2=C1)CNC(=O)C1CCOCC1